C(C)(=O)O.[Cl].[Cl].[Cl] tri-chlorine acetic acid